N'-(2-(aminooxy)acetyl)-5-((3aS,6aR)-2-oxohexa-hydro-1H-thieno[3,4-d]-imidazol-4-yl)pentane-hydrazide NOCC(=O)NNC(CCCCC1SC[C@@H]2NC(N[C@@H]21)=O)=O